CC1=C(C=CC=C1NC(=O)C=1SC=2CNCCC2N1)C1=CC=CC=C1 N-(2-methylbiphenyl-3-yl)-4,5,6,7-tetrahydro[1,3]thiazolo[5,4-c]pyridine-2-carboxamide